NC1=C2C(=NC=N1)N(N=C2C2=CC=C(C=C2)OC2=CC=CC=C2)C2CCN(CC2)C2CCN(CC2)CCCC#CC2=CC=C(C=C2)N2C(NC(CC2)=O)=O 1-(4-(5-(4-(4-amino-3-(4-phenoxyphenyl)-1H-pyrazolo[3,4-d]pyrimidin-1-yl)-[1,4'-bipiperidin]-1'-yl)pent-1-yn-1-yl)phenyl)dihydropyrimidine-2,4(1H,3H)-dione